CC1=CC=C(C=C1)S(=O)(=O)[O-].C1(=CC=CC=C1)[I+]C1=CC=CC=C1 Diphenyl-iodonium p-toluenesulfonate salt